Methyl 7-isopropoxy-2-(1-methyl-2-oxabicyclo[2.2.2]octan-4-yl)imidazo[1,2-a]pyridine-6-carboxylate C(C)(C)OC1=CC=2N(C=C1C(=O)OC)C=C(N2)C21COC(CC2)(CC1)C